4,4'-bis[3-ethyl-(3-oxetanyl)methoxymethyl]biphenyl C(C)C1(COC1)COCC1=CC=C(C=C1)C1=CC=C(C=C1)COCC1(COC1)CC